ClC=1C=C(C=CC1F)C=1OC(=NN1)[C@H](C)C1CCC(CC1)C1=CC=NC2=CC=C(C=C12)F 2-(3-chloro-4-fluorophenyl)-((R)-1-((1s,4S)-4-(6-fluoroquinolin-4-yl)cyclohexyl)ethyl)-1,3,4-oxadiazole